(1S,2R)-N-(3-(2,6-dimethoxyphenyl)-1H-pyrrolo[2,3-b]pyridin-6-yl)-2-(2-(dimethylamino)ethyl)cyclopropane-1-carboxamide COC1=C(C(=CC=C1)OC)C1=CNC2=NC(=CC=C21)NC(=O)[C@@H]2[C@H](C2)CCN(C)C